2-thienylalaninol S1C(=CC=C1)N[C@@H](C)CO